azathiol N=1SC=CC1